methyl ((6-chloro-3-((1-(3-(dimethylcarbamoyl)-4,7-dimethyl-5-oxo-4,5-dihydroimidazo[1,5-a]quinazolin-9-yl)ethyl)(4-methoxybenzyl)amino)pyridin-2-yl)methyl)(4-methoxybenzyl)carbamate ClC1=CC=C(C(=N1)CN(C(OC)=O)CC1=CC=C(C=C1)OC)N(CC1=CC=C(C=C1)OC)C(C)C=1C=C(C=C2C(N(C=3N(C12)C=NC3C(N(C)C)=O)C)=O)C